1-(oxetan-3-ylmethyl)indazol-4-amine O1CC(C1)CN1N=CC=2C(=CC=CC12)N